N-tert-butyl-4-[[(1R)-1-phenylethyl]carbamoylamino]pyridine-2-carboxamide Di-tert-butyl-5-oxopyrrolidine-1,2-dicarboxylate C(C)(C)(C)OC(=O)N1C(CCC1=O)C(=O)OC(C)(C)C.C(C)(C)(C)NC(=O)C1=NC=CC(=C1)NC(N[C@H](C)C1=CC=CC=C1)=O